COC=1C(=C2C=CN(C2=C(C1)C)C(=O)OC(C)(C)C)CN1C(CC(CC1)OC1COC1)C1=CC=C(C=C1)C(=O)OC tert-butyl 5-methoxy-4-[[2-(4-methoxycarbonylphenyl)-4-(oxetan-3-yloxy)-1-piperidyl]methyl]-7-methyl-indole-1-carboxylate